BrC1=CC(=C(C=C1F)C=1C=NNC1)F 4-(4-bromo-2,5-difluorophenyl)-1H-pyrazole